benzyl (2R,3R)-3-(tert-butylsulfinylamino)-2-(3-methoxy-2-methyl-phenyl)pyrrolidine-1-carboxylate C(C)(C)(C)S(=O)N[C@H]1[C@H](N(CC1)C(=O)OCC1=CC=CC=C1)C1=C(C(=CC=C1)OC)C